C(#N)N1[C@H](C[C@H](C1)O)C(=O)N(C1=CC=C(C=C1)C1CC1)C(C(=O)NC1CCCCC1)C=1C=NC=CC1 (2R,4R)-1-cyano-N-[2-(cyclohexylamino)-2-oxo-1-(3-pyridyl)ethyl]-N-(4-cyclopropylphenyl)-4-hydroxy-pyrrolidine-2-carboxamide